methyl-3-phenyl-isoxazole-4-carboxamide CC1=C(C(=NO1)C1=CC=CC=C1)C(=O)N